(6R)-17-Amino-6-hydroxy-12-[(1-methylpyrazol-3-yl)methyl]-6,15-bis(trifluoromethyl)-19-oxa-3,4,12,18-tetrazatricyclo[12.3.1.12,5]nonadeca-1(18),2,4,14,16-pentaen-13-one NC1=CC(=C2C(N(CCCCC[C@@](C3=NN=C(C1=N2)O3)(C(F)(F)F)O)CC3=NN(C=C3)C)=O)C(F)(F)F